(t-butoxycarbonyl)-D-serine benzyl ester C(C1=CC=CC=C1)OC([C@H](NC(=O)OC(C)(C)C)CO)=O